C(CCCCCCCCCCCCCCCCCCCCC)(=O)OCC(COC(CCCCCCCCCCCCCCCCCCCCC)=O)(COC(CCCCCCCCCCCCCCCCCCCCC)=O)COC(CCCCCCCCCCCCCCCCCCCCC)=O pentaerythritol tetra-behenate